C1(CC1)N1C(=NC2=C(C=C(C=C2C1=O)F)[C@H](C)NC1=C(C(=O)O)C=CC=C1)[C@H]1COCC1 2-[[(1S)-1-[3-cyclopropyl-6-fluoro-4-oxo-2-[(3S)-tetrahydrofuran-3-yl]quinazolin-8-yl]ethyl]amino]benzoic acid